BrC1=C(C=CC=C1F)[C@@H]1C2=C(NC(=C1C(=O)OC)C)COC2=O (S)-methyl 4-(2-bromo-3-fluorophenyl)-2-methyl-5-oxo-1,4,5,7-tetrahydrofurano[3,4-b]pyridine-3-carboxylate